1,3-Bis(diphenylphosphino)-propane C1(=CC=CC=C1)P(CCCP(C1=CC=CC=C1)C1=CC=CC=C1)C1=CC=CC=C1